C[C@@H]1CN(C[C@@H](N1)C)C=1OC(=C(N1)CC1CC12N(CCC(C2)C(=O)N)C(=O)C2=NNC(=C2)C2=CC(=NC=C2F)OC)C(F)(F)F ({2-[(3R,5S)-3,5-dimethylpiperazin-1-yl]-5-(trifluoromethyl)-1,3-oxazol-4-yl}methyl)-4-[5-(5-fluoro-2-methoxypyridin-4-yl)-1H-pyrazole-3-carbonyl]-4-azaspiro[2.5]octane-7-carboxamide